N1N=CC(=C1)C1CNCCC1 3-(1H-pyrazol-4-yl)piperidine